3-chloro-5-methyl-5H-pyrrolo[2,3-b]pyrazine ClC1=CN=C2C(=N1)N(C=C2)C